4-(2-methylpyrrolidin-1-yl)-2-(trifluoromethoxy)benzaldehyde CC1N(CCC1)C1=CC(=C(C=O)C=C1)OC(F)(F)F